hydroxyureido ether ONC(NONC(=O)NO)=O